ClC1=CC(=C(C(=O)O)C=C1F)NC1=C(C=C(C=C1)F)C 4-chloro-5-fluoro-2-((4-fluoro-2-methylphenyl)-amino)benzoic acid